(2-isocyanophenyl)(p-tolyl)methanone [N+](#[C-])C1=C(C=CC=C1)C(=O)C1=CC=C(C=C1)C